The molecule is an O-acyl carbohydrate obtained by formal condensation of the carboxy group of 2-oxindole-3-acetic acid with the anomeric hydroxy group of beta-D-glucose. It has a role as an Arabidopsis thaliana metabolite. It is an O-acyl carbohydrate, a beta-D-glucoside and a member of oxindoles. It derives from a 2-oxindole-3-acetic acid. C1=CC=C2C(=C1)C(C(=O)N2)CC(=O)O[C@H]3[C@@H]([C@H]([C@@H]([C@H](O3)CO)O)O)O